C1=CC(=CC=C1C(=O)O)N=NC2=C(C=C(C=C2N)N)C(=O)O 4,6-diaminoazobenzene-2,4'-dicarboxylic acid